[Ni].O water nickel salt